FC1=CC(=C(C=C1)[C@@H]1CC[C@H](CC1)CCNC1CCOCC1)C 4-((2-((trans)-4-(4-Fluoro-2-methylphenyl)cyclohexyl)-ethyl)amino)tetrahydro-2H-pyran